C(CCCCCCCC(=O)Cl)(=O)Cl azeloyl chloride